aluminum heptadecylate C(CCCCCCCCCCCCCCCC)(=O)[O-].[Al+3].C(CCCCCCCCCCCCCCCC)(=O)[O-].C(CCCCCCCCCCCCCCCC)(=O)[O-]